FC(C1CN(C1)C=1N=C(C2=C(N1)N=CC=C2)N2C(CC2)C=2C(=NC=CC2)C(F)(F)F)(F)F 2-(3-(trifluoromethyl)azetidin-1-yl)-4-(2-(2-(trifluoromethyl)pyridin-3-yl)azetidin-1-yl)pyrido[2,3-d]pyrimidine